3,4-di(di-n-propylphosphino)-thiophene C(CC)P(C1=CSC=C1P(CCC)CCC)CCC